hydrazinoethanol enanthate C(CCCCCC)(=O)OC(C)NN